5-chloro-3-iodo-2-((1r,6r)-6-(methylamino)cyclohex-3-en-1-yl)-N-(thiophen-2-ylmethyl)thieno[3,2-b]pyridin-7-amine formate salt C(=O)O.ClC1=CC(=C2C(=N1)C(=C(S2)[C@@H]2CC=CC[C@H]2NC)I)NCC=2SC=CC2